picenyl-perylene C1(=CC=CC2=CC=C3C4=CC=C5C=CC=CC5=C4C=CC3=C21)C2=CC=C1C=CC=C3C4=CC=CC5=CC=CC(C2=C13)=C45